3-(3-(2-(2-((E)-3-bromopropylamino)ethoxy)propionylamino)-4-hydroxyphenyl)-2-methylpentanoic acid BrCCCNCCOC(C(=O)NC=1C=C(C=CC1O)C(C(C(=O)O)C)CC)C